FC1=C(C=CC2=C1B(OC2)O)C(=O)N[C@H]2CN(C[C@@H]2NC(=O)C=2C=CC1=C(B(OC1)O)C2F)C(CCC(=O)O)=O 4-((3s,4s)-3,4-bis(7-fluoro-1-hydroxy-1,3-dihydrobenzo[c][1,2]oxaborole-6-carboxamido)pyrrolidin-1-yl)-4-oxobutanoic acid